C(=C)C1=CC=C(C=C1)C1=CC=NC=C1 4-(4-vinylphenyl)-pyridine